(1S,2S)-2-((3-(4-(4-(6-hydroxy-2-phenyl-1,2,3,4-tetrahydronaphthalen-1-yl)phenyl)piperidin-1-yl)azetidin-1-yl)methyl)cyclohexane-1-carbaldehyde OC=1C=C2CCC(C(C2=CC1)C1=CC=C(C=C1)C1CCN(CC1)C1CN(C1)C[C@@H]1[C@H](CCCC1)C=O)C1=CC=CC=C1